COC(COC1=CC2=C(N(C(O2)=O)C2=C(C=C(C=C2)C(F)(F)F)Cl)C=C1)=O (3-(2-chloro-4-(trifluoromethyl)phenyl)-2-oxo-2,3-dihydrobenzoxazol-6-yloxy)acetic acid methyl ester